3-methyl-2-(oxetan-3-yl)-8-oxopyrido[2,3-b]pyrazin CC1=C(N=C2C(=N1)N=CCC2=O)C2COC2